BrC1=C(C=CC(=C1)[N+](=O)[O-])NN (2-bromo-4-nitrophenyl)hydrazine